3,7-dihydroxy-9,10-dioctyl-anthracene-2,6-dicarbaldehyde dioxime OC=1C(=CC2=C(C3=CC(=C(C=C3C(=C2C1)CCCCCCCC)C=NO)O)CCCCCCCC)C=NO